1-(1,4-Dioxane-2-yl)-3-methylbutan-2-one O1C(COCC1)CC(C(C)C)=O